1-(2,4,5-trifluorobenzyl)-6-(6-chloro-2-methyl-2H-indazol-5-ylamino)-3-((5-methylthiazol-2-yl)methyl)pyrimidine-2,4(1H,3H)-dione FC1=C(CN2C(N(C(C=C2NC2=CC3=CN(N=C3C=C2Cl)C)=O)CC=2SC(=CN2)C)=O)C=C(C(=C1)F)F